C(C)OC1=CC=C(C=C1)P(C1=CC=C(C=C1)OCC)C1=CC=C(C=C1)OCC tris(4-ethoxyphenyl)phosphine